COC1=C2C(C=C(OC2=C(C(=C1)OC)OC)C1=CC=C(C(=C1)OC)OC)=O 5,7,8,4',5'-pentamethoxyflavone